FC1(CN(CC(C1OC)O)C(=O)OCC1=CC=CC=C1)F rac-benzyl 3,3-difluoro-5-hydroxy-4-methoxy-piperidine-1-carboxylate